B(O)(O)CCCC[C@]1(NC[C@@H]2N(CC[C@@H]21)C(=O)[C@H]2NCCC2)C(=O)O (3aS,4R,6aR)-4-(4-boronobutyl)-1-((S)-pyrrolidine-2-carbonyl)octahydropyrrolo[3,4-b]pyrrole-4-carboxylic acid